(2R,3S,5R)-4-[[5-(1,1-difluoroethyl)-3-(3,4-difluoro-2-methoxy-phenyl)-5-methyltetrahydrofuran-2-carbonyl]amino]pyridine-2-carboxamide FC(C)(F)[C@]1(C[C@H]([C@@H](O1)C(=O)NC1=CC(=NC=C1)C(=O)N)C1=C(C(=C(C=C1)F)F)OC)C